N1(CCC=C1)C(=O)[O-] 2,3-dihydro-1H-pyrrole-1-carboxylate